C1(CCC1)NCC1=CC=C(C=C1)C1=CC=C(C=C1)CC1=CC=C(C=C1)N1N=C(C=C1C)C(=O)N 1-(4-((4'-((cyclobutylamino)methyl)-[1,1'-biphenyl]-4-yl)methyl)phenyl)-5-methyl-1H-pyrazole-3-carboxamide